C(C(=C)C)(=O)OCC(CC(C(C(C(C(C(C(C(F)(F)F)(C(F)(F)F)F)(F)F)(F)F)(F)F)(F)F)(F)F)(F)F)O 3-(perfluoro-7-methyloctyl)-2-hydroxypropyl methacrylate